2-Mercapto-2-methylpentan-4-one SC(C)(CC(C)=O)C